propan-1-ol formate C(=O)OCCC